2,4-bis(benzyloxy)-1-bromobenzene C(C1=CC=CC=C1)OC1=C(C=CC(=C1)OCC1=CC=CC=C1)Br